2-((4-((5-(3-(((S)-1-(1H-1,2,4-triazol-1-yl)propan-2-yl)oxy)-4-chlorophenyl)pyrimidin-2-yl)amino)-1-((1r,4r)-4-morpholinocyclohexyl)-1H-pyrazol-3-yl)oxy)ethan-1-ol N1(N=CN=C1)C[C@H](C)OC=1C=C(C=CC1Cl)C=1C=NC(=NC1)NC=1C(=NN(C1)C1CCC(CC1)N1CCOCC1)OCCO